C(C)(=O)NC=1C=CC(=C(C1)C=1C=CC=2N(C1)C=C(N2)NC(=O)C2C(C2)F)C N-(6-(5-acetamido-2-methylphenyl)imidazo[1,2-a]pyridin-2-yl)-2-fluorocyclopropane-1-carboxamide